1-Butyl-2-propylpyridinium methansulfonat CS(=O)(=O)[O-].C(CCC)[N+]1=C(C=CC=C1)CCC